O=C1NC(CCC1NC1=CC=C(C=C1)N1CCN(CC1)CC1CCNCC1)=O 4-((4-(4-((2,6-dioxopiperidin-3-yl)amino)phenyl)piperazin-1-yl)methyl)piperidin